C(C)[C@H]1[C@H](C2=NC=CC=C2OC1)CNC(OCC1=CC=CC=C1)=O |r| rac-benzyl {[(3S,4S)-3-ethyl-3,4-dihydro-2H-pyrano[3,2-b]pyridin-4-yl]methyl}carbamate